COC1=CC=C(CN(C2=NC(=NN3C2=NC=C3)O[C@@H](C)CCC)CC3=CC=C(C=C3)OC)C=C1 (S)-N,N-bis(4-methoxybenzyl)-2-(pentan-2-yloxy)imidazo[2,1-f][1,2,4]triazin-4-amine